C(C)(C)(C)OC(=O)N1CCC(CC1)NC1=C2C=CC=NC2=C(C=C1)C(NC1=NC=CC=C1)=O 4-((8-(pyridin-2-ylcarbamoyl)quinolin-5-yl)amino)piperidine-1-carboxylic acid tert-butyl ester